N-(2,3-dihydroxypropyl)-2-{4-[(2-{3-[(4-methane-sulfonylphenyl)-amino]prop-1-yn-1-yl}-1-(2,2,2-trifluoroethyl)-1H-indol-4-yl)amino]piperidin-1-yl}-N-methylacetamide OC(CN(C(CN1CCC(CC1)NC1=C2C=C(N(C2=CC=C1)CC(F)(F)F)C#CCNC1=CC=C(C=C1)S(=O)(=O)C)=O)C)CO